C1(CC1)[C@H](C(C)(C)O)N1CC=2C=NC=C(C2C1=O)C1=CC=C(C=C1)C=1C=NN(C1)C (R)-2-(1-cyclopropyl-2-hydroxy-2-methylpropyl)-7-(4-(1-methyl-1H-pyrazol-4-yl)phenyl)-2,3-dihydro-1H-pyrrolo[3,4-c]pyridin-1-one